(S)-(-)-1,2-propanediol C([C@H](C)O)O